(S)-5-(3-(2-(4-(5-chloro-2-(1H-tetrazol-1-yl)phenyl)-2,3-dioxopiperazin-1-yl)-3-tert-butyl-phenylpropoxy)phenyl)-3-oxo-2,3-dihydro-1H-pyrazole-1-carboxylic acid tert-butyl ester C(C)(C)(C)OC(=O)N1NC(C=C1C1=CC(=CC=C1)OCCCC1=C(C(=CC=C1)C(C)(C)C)N1C(C(N(CC1)C1=C(C=CC(=C1)Cl)N1N=NN=C1)=O)=O)=O